copper bis(3-acryloyloxypropionate) C(C=C)(=O)OCCC(=O)[O-].C(C=C)(=O)OCCC(=O)[O-].[Cu+2]